ClC1=CC=C(C=C1)C1C(N(CC(N1CC1=CC=C(C=C1)C(F)(F)F)=O)C(C)C)=O 3-(4-chlorophenyl)-1-isopropyl-4-(4-(trifluoromethyl)benzyl)piperazine-2,5-dione